1-[[4-[[2-(trifluoromethyl)-1,3-dioxolan-2-yl]methoxy]phenyl]methyl]-1H-pyrazole-4-carboxylic acid 3-cyanopropyl ester C(#N)CCCOC(=O)C=1C=NN(C1)CC1=CC=C(C=C1)OCC1(OCCO1)C(F)(F)F